C(C1=CC=CC=C1)OC1=C(C(=O)N2CC=3C=CC=C(C3C2)C#N)C(=CC(=C1C)O)O 2-(2-(benzyloxy)-4,6-dihydroxy-3-methylbenzoyl)isoindoline-4-carbonitrile